beta-cholestanol C[C@H](CCCC(C)C)[C@H]1CC[C@@H]2[C@@]1(CC[C@H]3[C@H]2CC[C@@H]4[C@@]3(CC[C@@H](C4)O)C)C